4-(4-acryloylpiperazin-1-yl)-1-(2-isopropylphenyl)-7-(5-methyl-1H-indazol-4-yl)-5,6,7,8-tetrahydroquinazolin-2(1H)-one C(C=C)(=O)N1CCN(CC1)C1=NC(N(C=2CC(CCC12)C1=C2C=NNC2=CC=C1C)C1=C(C=CC=C1)C(C)C)=O